methyl 6-(azidomethyl)-4-phenylpyridine-2-carboxylate N(=[N+]=[N-])CC1=CC(=CC(=N1)C(=O)OC)C1=CC=CC=C1